N1C=2[C@H](CC1)CCC2 (3aS,6aR)-hexahydrocyclopenta[b]pyrrol